BrC(Br)Br tribromomethane